tert-butyl 4-[(2-cyanophenyl)methyl]pyrazole-1-carboxylate C(#N)C1=C(C=CC=C1)CC=1C=NN(C1)C(=O)OC(C)(C)C